rac-(2S)-4-(hydroxymethyl)pyrrolidine-1,2-dicarboxylic acid O1-tert-butyl O2-methyl ester COC(=O)[C@H]1N(CC(C1)CO)C(=O)OC(C)(C)C |r|